N-(6-(1-oxo-4,5-dihydro-3H-1λ6-isothiazol-1-yl)-5-trifluoromethylpyridin-3-yl)-1-(2-oxo-1,2-dihydrobenzo[cd]indol-6-yl)-5-trifluoromethyl-1H-pyrazole-4-carboxamide O=S1(=NCCC1)C1=C(C=C(C=N1)NC(=O)C=1C=NN(C1C(F)(F)F)C=1C=2C3=C(C(NC3=CC1)=O)C=CC2)C(F)(F)F